ClC=1C=C(C=NC1C1S/C(/SC1)=C(/N1C=NC=C1)\C#N)NC(O)=O.CO[Si](C1=CC=C(C=C1)[Si](OC)(OC)OC)(OC)OC 1,4-bis(trimethoxysilyl)benzene (E)-(5-chloro-6-{2-[cyano(1H-imidazol-1-yl)methylene]-1,3-dithiolan-4-yl}pyridin-3-yl)carbamate